(±)-(4Z)-2-[1-(1-adamantyl)ethylamino]-4-(1,3-benzothiazol-6-ylmethylene)-1H-imidazol-5-one C12(CC3CC(CC(C1)C3)C2)[C@@H](C)NC=2NC(/C(/N2)=C/C2=CC3=C(N=CS3)C=C2)=O |r|